N-(2-((1r,3r,5r,7r)-adamantan-2-ylamino)ethyl)-5-(4-chloro-phenyl)-1-(2,4-dichlorophenyl)-1H-pyrazole-3-carboxamide C12C(C3CC(CC(C1)C3)C2)NCCNC(=O)C2=NN(C(=C2)C2=CC=C(C=C2)Cl)C2=C(C=C(C=C2)Cl)Cl